FC=1C=C2C(=NC(=NC2=CC1)C)N1CC=2C=C(C=NC2CC1)C=1C=NN(C1)C 6-fluoro-2-methyl-4-[3-(1-methylpyrazol-4-yl)-7,8-dihydro-5H-1,6-naphthyridin-6-yl]quinazoline